6-[2-(3-chloro-5-fluoro-anilino)-2-oxo-ethyl]-2,6-diazaspiro[3.3]heptane-2-carboxylic acid tert-butyl ester C(C)(C)(C)OC(=O)N1CC2(C1)CN(C2)CC(=O)NC2=CC(=CC(=C2)F)Cl